2-(7-(4-chloro-3-fluorophenyl)-2-(ethylsulfanyl)pyrazolo[1,5-a]pyrimidin-3-yl)-3-methyl-6-(trifluoromethyl)-3H-imidazo[4,5-b]pyridine ClC1=C(C=C(C=C1)C1=CC=NC=2N1N=C(C2C2=NC=1C(=NC=C(C1)C(F)(F)F)N2C)SCC)F